C(C)C1(NC2=CC=C(C=C2C(C1)=O)C1=NC(=NO1)C1=CSC=C1)CC 2,2-diethyl-6-(3-(thiophen-3-yl)-1,2,4-oxadiazol-5-yl)-2,3-dihydroquinolin-4(1H)-one